C1(=CC=CC=C1)C(O)C1=NN(C=C1)COCC[Si](C)(C)C phenyl(1-[[2-(trimethylsilyl)ethoxy]methyl]pyrazol-3-yl)methanol